butyl 6-(3-(4-(2-acetoxyethoxy)phenyl)-4-(5-chloro-6-methyl-1-(tetrahydro-2H-pyran-2-yl)-1H-indazol-4-yl)-5-methyl-1H-pyrazol-1-yl)-2-azaspiro[3.3]heptane-2-carboxylate C(C)(=O)OCCOC1=CC=C(C=C1)C1=NN(C(=C1C1=C2C=NN(C2=CC(=C1Cl)C)C1OCCCC1)C)C1CC2(CN(C2)C(=O)OCCCC)C1